NC1=CC(=NO1)C1CCN(CC1)C(=O)C1=C(C=C(C=C1)C)C(F)(F)F (4-(5-aminoisoxazol-3-yl)piperidin-1-yl)(4-methyl-2-(trifluoromethyl)phenyl)methanone